CC1=NN2C(C=C(C(=C2)NC(=O)N2CCC=3C2=NC=CC3N3C[C@H](N(CC3)C(=O)OC(C)(C)C)C)C)=N1 tert-butyl (R)-4-(1-((2,7-dimethyl-[1,2,4]triazolo[1,5-a]pyridin-6-yl)carbamoyl)-2,3-dihydro-1H-pyrrolo[2,3-b]pyridin-4-yl)-2-methylpiperazine-1-carboxylate